C(C=C)(=O)N[C@@H]1[C@@H](COC1)NC=1N=CC2=C(N1)C(=NC(=C2)C2=C(C(=CC(=C2Cl)OC)OC)Cl)NC(=O)C2CC2 N-(2-(((3S,4R)-4-acrylamidotetrahydrofuran-3-yl)amino)-6-(2,6-dichloro-3,5-dimethoxyphenyl)pyrido[3,4-d]pyrimidin-8-yl)cyclopropanecarboxamide